O=C1N(CCC1)CC=O 2-(2-oxopyrrolidin-1-yl)acetaldehyde